C1(CC1)C=1N=C(C=NC1C=1C2=C(C=NC1)N(C=N2)C)NC=2C(=NN(C2)C[C@@H](CF)F)C |o1:26| 5-cyclopropyl-6-(3-methylimidazo[4,5-c]pyridin-7-yl)-3-[[3-methyl-1-[rel-(2S)-2,3-difluoropropyl]pyrazol-4-yl]amino]pyrazine